CN(C)\C=C/1\C[C@H](N(C1=O)C(=O)OC(C)(C)C)C(=O)OC(C)(C)C di-tert-butyl (S,Z)-4-((dimethylamino) methylene)-5-oxopyrrolidine-1,2-dicarboxylate